C1(CCC1)N1C2CC(CC1CC2)N2CCC(CC2)C=2C=C(C1=C(N(C(=N1)C1=CC(=C(C=C1)OC)OC)C)C2)C 6-(1-(8-cyclobutyl-8-azabicyclo[3.2.1]oct-3-yl)piperidin-4-yl)-2-(3,4-dimethoxyphenyl)-1,4-dimethyl-1H-benzo[d]imidazole